3-(3-Cyano-4-fluorophenyl)-1-(8,9-difluoro-3-(2-hydroxyethyl)-6-oxo-1,2,3,4,5,6-hexahydrobenzo[c][1,7]naphthyridine-1-yl)-1-methylurea C(#N)C=1C=C(C=CC1F)NC(N(C)C1C=2C3=C(C(NC2CN(C1)CCO)=O)C=C(C(=C3)F)F)=O